C(C1=CC=CC=C1)(=O)[Ge](CC)(CC)C(C1=CC=CC=C1)=O dibenzoyldi-ethylgermane